O[C@@H]([C@@H](C(=O)O)N1C(C2(C1)CCC(CC2)C)=O)C (2S,3R)-3-Hydroxy-2-(7-Methyl-1-Oxo-2-Azaspiro[3.5]Nonan-2-Yl)Butanoic Acid